methyl-3-nitro-4-[(2-oxoindolin-6-yl)amino]benzamide CC1=C(C(=O)N)C=CC(=C1[N+](=O)[O-])NC1=CC=C2CC(NC2=C1)=O